ClC=1C=C(OC2CCC(CC2)NC(=O)C=2N=NC(=CC2)N2CCC(CC2)CN2CCN(CC2)CC=2C=NC=3C=C(C(NC3C2)=O)CC)C=CC1C#N N-((1r,4r)-4-(3-Chloro-4-cyanophenoxy)cyclohexyl)-6-(4-((4-((7-ethyl-6-oxo-5,6-dihydro-1,5-naphthyridin-3-yl)methyl)piperazin-1-yl)methyl)piperidin-1-yl)pyridazine-3-carboxamide